C(C)C1=NC=C(C(C1OCC)=O)OCC 2-ethyl-3,5-diethoxypyridine-4-one